(3-chloro-2,4-difluoro-phenyl)(trans-6-(trifluoromethyl)tetrahydro-2H-pyran-3-yl)methylamine hydrochloride Cl.ClC=1C(=C(C=CC1F)NC[C@@H]1CO[C@H](CC1)C(F)(F)F)F